tert-butyl (R)-2-methyl-4-(1-((2-methyl-2H-pyrazolo[3,4-c]pyridin-5-yl)carbamoyl)-2,3-dihydro-1H-pyrrolo[2,3-b]pyridin-4-yl)piperazine-1-carboxylate C[C@H]1N(CCN(C1)C1=C2C(=NC=C1)N(CC2)C(NC2=CC=1C(C=N2)=NN(C1)C)=O)C(=O)OC(C)(C)C